[C@H]1(CCC2=CC=CC=C12)N1C(C2=CC=CC=C2C1=O)=O (R)-2-(2,3-dihydro-1H-inden-1-yl)isoindoline-1,3-dione